Benzyl (2S,4S)-2-(tert-butyl)-4-neopentyl-5-oxooxazolidine-3-carboxylate C(C)(C)(C)[C@@H]1OC([C@@H](N1C(=O)OCC1=CC=CC=C1)CC(C)(C)C)=O